O=C1N(CC2=CC(=CC=C12)OC1C(CCCC1)N1CC(C1)C=1C=NC=C(C1)C(F)(F)F)C1C(NC(CC1)=O)=O 3-(1-oxo-5-((2-(3-(5-(trifluoromethyl)pyridin-3-yl)azetidin-1-yl)cyclohexyl)oxy)isoindolin-2-yl)piperidine-2,6-dione